[PH+]1=CCCC1 phospholinium